COCON1C2CCC(N(C1=O)C2)C(=O)N 6-methoxymethyloxy-7-oxo-1,6-diazabicyclo[3.2.1]octane-2-carboxamide